4-chloro-2-iodo-1-methyl-1H-pyrrolo[3,2-c]pyridine ClC1=NC=CC2=C1C=C(N2C)I